(2S,3S)-2-(4-ethoxytriazol-1-yl)-3-methyl-pentanoic acid C(C)OC=1N=NN(C1)[C@H](C(=O)O)[C@H](CC)C